BrC=1C(=CC2=C(N=C(O2)S(=O)CC2=CC=C(C=C2)Cl)C1)Br 5,6-dibromo-2-((4-chlorobenzyl)sulfinyl)benzo[d]oxazole